(12-bromohexadecyl)-triphenylphosphonium bromide [Br-].BrC(CCCCCCCCCCC[P+](C1=CC=CC=C1)(C1=CC=CC=C1)C1=CC=CC=C1)CCCC